N1(CCCCC1)CC1=C(C=O)C=CC=C1 2-(piperidin-1-ylmethyl)benzaldehyde